C(C)(C)(C)OC1=NC=C(C(=N1)OC(C)(C)C)C=1C=C(C=2N(N1)C=CN2)N2CC(C(C2)(F)F)O 1-(6-(2,4-di-tert-butoxypyrimidin-5-yl)imidazo[1,2-b]pyridazin-8-yl)-4,4-difluoropyrrolidin-3-ol